3-[3-[tert-butyl(diphenyl)silyl]oxy-1-methyl-propyl]-6-chloro-5-fluoro-4-methyl-2H-2,7-naphthyridin-1-one [Si](C1=CC=CC=C1)(C1=CC=CC=C1)(C(C)(C)C)OCCC(C)C=1NC(C2=CN=C(C(=C2C1C)F)Cl)=O